6-acetyl-8-cyclopentyl-2-((5-(4-(2-hydroxyethyl)piperazin-1-yl)pyridin-2-yl)amino)-5-methylpyrido[2,3-d]pyrimidin-7(8H)-one C(C)(=O)C1=C(C2=C(N=C(N=C2)NC2=NC=C(C=C2)N2CCN(CC2)CCO)N(C1=O)C1CCCC1)C